C1=CC2=C(C(=C1)O)N=CC=C2.C1=CC2=C(C(=C1)O)N=CC=C2.[Cu] copper 8-hydroxyquinolinate